1-(7-(7-(5-methyl-1H-pyrazolo[3,4-c]pyridin-4-yl)-2-(1-methylpiperidine-4-yl)-8-(2,2,2-trifluoroethoxy)-6-vinylquinazolin-4-yl)-2,7-diazaspiro[3.5]nonan-2-yl)prop-2-en-1-one CC=1C(=C2C(=CN1)NN=C2)C2=C(C=C1C(=NC(=NC1=C2OCC(F)(F)F)C2CCN(CC2)C)N2CCC1(CN(C1)C(C=C)=O)CC2)C=C